(S)-2-((tert-butoxycarbonyl)amino)-2-(1-methylcyclohexyl)acetic acid C(C)(C)(C)OC(=O)N[C@H](C(=O)O)C1(CCCCC1)C